2-[1-[3-(2,4-dioxohexahydropyrimidin-1-yl)-1-methyl-indazol-6-yl]-4-hydroxy-4-piperidyl]acetic acid O=C1N(CCC(N1)=O)C1=NN(C2=CC(=CC=C12)N1CCC(CC1)(O)CC(=O)O)C